CON(C(=O)C1=CC=CC=2CCCCC12)C N-Methoxy-N-methyl-5,6,7,8-tetrahydronaphthalene-1-carboxamide